5-(7-bromo-6-chloro-2,8-difluoro-quinazolin-4-yl)-N,N-dimethyl-4,6,7,8-tetrahydropyrazolo[4,3-c]azepin-2-carboxamide BrC1=C(C=C2C(=NC(=NC2=C1F)F)N1CC=2C(CCC1)=NN(C2)C(=O)N(C)C)Cl